N-((1H-pyrrolo[3,2-c]pyridin-2-yl)methyl)-2-(5-((dibenzo[b,d]furan-3-ylmethyl)amino)-6-oxo-2-phenylpyrimidin-1(6H)-yl)acetamide N1C(=CC=2C=NC=CC21)CNC(CN2C(=NC=C(C2=O)NCC=2C=CC1=C(OC3=C1C=CC=C3)C2)C2=CC=CC=C2)=O